(6S,9R)-N-(5-Chloro-2-fluoro-4-(5-(fluoromethyl)pyridin-3-yl)phenyl)-3-oxo-3,5,6,7,8,9-hexahydro-2H-6,9-epiminocyclohepta[c]pyridazine-10-carboxamide ClC=1C(=CC(=C(C1)NC(=O)N1[C@@H]2CC=3C(=NNC(C3)=O)[C@H]1CC2)F)C=2C=NC=C(C2)CF